octadecyl-fluorooctane C(CCCCCCCCCCCCCCCCC)C(CCCCCCC)F